N2-(2-(1,1-difluoroethyl)pyridin-4-yl)-N4-isopropyl-6-(4-(trifluoromethyl)pyrimidin-2-yl)-1,3,5-triazine-2,4-diamine FC(C)(F)C1=NC=CC(=C1)NC1=NC(=NC(=N1)NC(C)C)C1=NC=CC(=N1)C(F)(F)F